4-((1R,5S)-3-((1H-indol-6-yl)sulfonyl)-3,8-diazabicyclo[3.2.1]octan-8-yl)phenol N1C=CC2=CC=C(C=C12)S(=O)(=O)N1C[C@H]2CC[C@@H](C1)N2C2=CC=C(C=C2)O